C(C=C)(=O)O.C(C=C)(=O)O.OCC(O)CO.OCC(O)CO diglycerol diacrylate